3-hydroxyheptanoate OC(CC(=O)[O-])CCCC